FC=1C=C(CC=2C=C(C(=C3CCCC23)OC)C(=O)N[C@H]2CCOC[C@@H]2O)C=CC1C(NC[C@@H]1OCCC1)=O 1,5-anhydro-2,3-dideoxy-3-(((7-(3-fluoro-4-(((2R)-tetrahydrofuran-2-ylmethyl)carbamoyl)-benzyl)-4-methoxy-2,3-dihydro-1H-inden-5-yl)carbonyl)amino)-L-threo-pentitol